CON=C1C2(CCC(C1)C2(C)C)CS(=O)(=O)NC2=CC(=CC=C2)OC 1-(2-(methoxyimino)-7,7-dimethylbicyclo[2.2.1]hept-1-yl)-N-(3-methoxyphenyl)methanesulfonamide